N1(N=CN=C1)C(=O)N1CCC12CC(CCC2)N2N=C(C=1C2=NC=NC1N)C1=CC=C(CNC(C2=C(C=CC(=C2)F)OC)=O)C=C1 N-(4-(1-(1-(1H-1,2,4-triazole-1-carbonyl)-1-azaspiro[3.5]nonan-6-yl)-4-amino-1H-pyrazolo[3,4-d]pyrimidin-3-yl)benzyl)-5-fluoro-2-methoxybenzamide